ClC=1C=C(C=CC1)C(C)=O 1-(3-Chloro-phenyl)ethan-1-on